NC1=NCN(C=C1F)[C@@H]1O[C@]([C@H]([C@@H]1F)O[Si](C)(C)C(C)(C)C)(CF)CO[Si](C)(C)C(C)(C)C 4-amino-1-[(2R,3S,4R,5R)-4-[(tert-butyldimethylsilyl)oxy]-5-{[(tertbutyldimethylsilyl)oxy]methyl}-5-(fluoromethyl)-3-fluorooxolan-2-yl]-5-fluoropyrimidin